Methyl 2-(2,2-diphenylethyl)-5-hydroxy-1-methyl-6-oxo-1,6-dihydropyrimidine-4-carboxylate C1(=CC=CC=C1)C(CC=1N(C(C(=C(N1)C(=O)OC)O)=O)C)C1=CC=CC=C1